aluminum dibutyrate C(CCC)(=O)[O-].C(CCC)(=O)[O-].[Al+2]